2-chloro-4-methyl-6-(4-((6-methylpyridin-3-yl)oxy)piperidin-1-yl)pyrimidine ClC1=NC(=CC(=N1)C)N1CCC(CC1)OC=1C=NC(=CC1)C